(1R,2S,6R,7S)-4-[6-[(4-methyl-2-pyridyl)oxy]-1,3-benzothiazol-2-yl]-4-azatricyclo[5.2.1.02,6]dec-8-ene-3,5-dione CC1=CC(=NC=C1)OC1=CC2=C(N=C(S2)N2C([C@H]3[C@H]4C=C[C@@H]([C@H]3C2=O)C4)=O)C=C1